6-(2,6-dichlorophenyl)-8-methyl-2-{[4-(4-methylpiperazin-1-yl)phenyl]amino}pyrido[2,3-d]pyrimidin-5(8H)-one ClC1=C(C(=CC=C1)Cl)C=1C(C2=C(N=C(N=C2)NC2=CC=C(C=C2)N2CCN(CC2)C)N(C1)C)=O